tert-butyl (5-amino-4-((2-(dimethylamino)ethyl)(methyl) amino)-2-methoxyphenyl)carbamate NC=1C(=CC(=C(C1)NC(OC(C)(C)C)=O)OC)N(C)CCN(C)C